FC([C@@H](CCC(F)(F)F)CC(C)S(=O)N)F ((S)-1,1,5,5,5-pentafluoropentan-2-yl)propane-2-sulfinamide